FC(CN(CCC(C(=O)O)NC(CC(C)(C)O)=O)CCCCC1=NC=2NCCCC2C=C1)COC 4-[[2-fluoro-3-methoxy-propyl]-[4-(5,6,7,8-tetrahydro-1,8-naphthyridin-2-yl)butyl]amino]-2-[(3-hydroxy-3-methyl-butanoyl)amino]butanoic acid